N-nitrosophenyl-hydroxylamine ammonium salt [NH4+].N(=O)N(O)C1=CC=CC=C1